4,7-Bis-dimethylamino-3,12,12a-trihydroxy-10-methoxy-1,11-dioxo-1,4,4a,5,5a,6,11,12a-octahydro-naphthacene-2-carboxylic acid amide CN(C1C(=C(C(C2(C(=C3C(C4=C(C=CC(=C4CC3CC12)N(C)C)OC)=O)O)O)=O)C(=O)N)O)C